(1S,2S,4R,6R)-2-(hydroxymethyl)-6-isobutyl-2-(methoxymethyl)quinuclidin-3-one OC[C@]1(N2[C@@H](C[C@H](C1=O)CC2)CC(C)C)COC